1,3-dicyclohexyl-carbodiimide C1(CCCCC1)N=C=NC1CCCCC1